FC=1C(=NN(C1SCC1=CC=C(C=C1)F)C(=O)C=1N=CSC1)C1C(C(N1C(=O)N1CC(CC1)O)=O)C(F)(F)F 4-(4-fluoro-5-{[(4-fluorophenyl)methyl]sulfanyl}-1-(1,3-thiazole-4-carbonyl)-1H-pyrazol-3-yl)-1-(3-hydroxypyrrolidine-1-carbonyl)-3-(trifluoromethyl)azetidin-2-one